zirconium di-butoxy bis(ethylacetoacetate) C(C)CC(CC(=O)OOCCCC)=O.C(C)CC(CC(=O)OOCCCC)=O.[Zr]